3-(4-nitro-1H-imidazol-1-yl)propan-1-amine trifluoroacetate FC(C(=O)O)(F)F.[N+](=O)([O-])C=1N=CN(C1)CCCN